tert-butyl (2-methyl-1-oxo-1-((pyridin-2-ylmethyl)amino)propan-2-yl)carbamate CC(C(NCC1=NC=CC=C1)=O)(C)NC(OC(C)(C)C)=O